NC=1C(NC(N(N1)C1=CC(=C(C(=C1)Cl)OC=1C=C2C(=CC(=NC2=CC1)C)C=C)Cl)=O)=O 6-amino-2-(3,5-dichloro-4-((2-methyl-4-vinylquinolin-6-yl)oxy)phenyl)-1,2,4-triazine-3,5(2H,4H)-dione